(S)-N-(7-((1,1-dioxidotetrahydro-2H-thiopyran-4-yl)methoxy)-5-methyl-4-oxo-2,3,4,5-tetrahydrobenzo[b][1,4]oxazepin-3-yl)-4-(3-fluorobenzyl)-1H-pyrazole-1-carboxamide O=S1(CCC(CC1)COC1=CC2=C(OC[C@@H](C(N2C)=O)NC(=O)N2N=CC(=C2)CC2=CC(=CC=C2)F)C=C1)=O